FC1=CC=C(C=C1)N1CCCC1 (4-fluorophenyl)pyrrolidine